Methyl 2-(3-methoxyphenyl)-2-[4-oxo-6-(1H-pyrazol-4-yl)quinazolin-3-yl]acetate COC=1C=C(C=CC1)C(C(=O)OC)N1C=NC2=CC=C(C=C2C1=O)C=1C=NNC1